5-(3-(2-cyclohexylethynyl)phenoxy)-1H-1,2,3-triazole-4-carboxylic acid C1(CCCCC1)C#CC=1C=C(OC2=C(N=NN2)C(=O)O)C=CC1